C(C)OC1=C(O[C@H]2CN(CCC2)C2=CN=CC(=N2)NC2=NC=CC(=N2)N2C[C@@H](CCC2)CCC(=O)OCC)C=CC=C1 ethyl 3-((S)-1-(2-((6-((R)-3-(2-ethoxyphenoxy)piperidin-1-yl)pyrazin-2-yl)amino)pyrimidin-4-yl)piperidin-3-yl)propanoate